ClC1=CC=C(C(=N1)C)N[C@H](C)C=1C=C(C=C2C(C(=C(OC12)C1=CC=C2C(=N1)C=NN2C)C)=O)C 8-[(1R)-1-[(6-Chloro-2-methyl-3-pyridyl)amino]ethyl]-3,6-dimethyl-2-(1-methylpyrazolo[4,3-b]pyridin-5-yl)chromen-4-one